C(C)(C)(C)OC(N[C@H]1CCC2=CC(=CC=C12)N1C(=NC=2C1=NC(=CC2)N2CCCC2)C=2C(=NC=CC2)N)=O.ClCC2=C(C(C)=C(C(=C2C)C)CCl)C 3,6-bis(chloromethyl)durene tert-butyl-N-[(1S)-5-[2-(2-aminopyridin-3-yl)-5-(pyrrolidin-1-yl)imidazo[4,5-b]pyridin-3-yl]-2,3-dihydro-1H-inden-1-yl]carbamate